C(C)(C)(C)OC(=O)N1CCC2(C[C@@H](C[C@H]2NS(=O)C(C)(C)C)O)CC1 (1R,3S)-1-(1,1-dimethylethylsulfinylamino)-3-hydroxy-8-azaspiro[4.5]decane-8-carboxylic acid tert-butyl ester